COC(C1=C(C(=CC(=C1)OC(C)=O)CS(=O)(=O)CC1=C(C(=CC(=C1)OC(C)=O)C(=O)OC)OC(C)=O)OC(C)=O)=O 3-((2,5-diacetoxy-3-methoxycarbonylphenyl)methylsulfonylmethyl)-2,5-diacetoxybenzoic acid methyl ester